2-(3-ethyl-4-oxothiazolidin-2-ylidene)malononitrile C(C)N1C(SCC1=O)=C(C#N)C#N